FC1=CC=C(C=C1)[C@H]1CCC2=NNC(N21)=O (R)-5-(4-fluorophenyl)-2,5,6,7-tetrahydro-3H-pyrrolo[2,1-c][1,2,4]triazol-3-one